CN1N=C2C=CC(=CC2=C1)C1=CC2=C(N=C(S2)C=2CCNC(C2)C)C=C1 6-(2-methyl-2H-indazol-5-yl)-2-(6-methyl-1,2,3,6-tetrahydropyridin-4-yl)-1,3-benzothiazole